ClC1=CC=C(C=C1)C=1N=C2C(=NC1)N=C(S2)NC(OC(C)(C)C)=O tert-butyl (6-(4-chlorophenyl)thiazolo[4,5-b]pyrazin-2-yl)carbamate